ClC1=C(C(=NN1)C)N1C(C2=CC(=C(C=C2C(=C1)C(C)C)N1N=C(N(C1=O)CC)CO)F)=O (5-chloro-3-methyl-1H-pyrazol-4-yl)-6-(4-ethyl-3-(hydroxymethyl)-5-oxo-4,5-dihydro-1H-1,2,4-triazol-1-yl)-7-fluoro-4-isopropylisoquinolin-1(2H)-one